ClC=1C=CC2=C(CC(CC=3N2C(=NN3)N3CCC2(CC3)OCC3=C2C=CC=C3)N)C1 8-chloro-1-(1'H,3H-spiro[2-benzofuran-1,4'-piperidin]-1'-yl)-5,6-dihydro-4H-[1,2,4]triazolo[4,3-a][1]benzazepin-5-amine